tert-butyl 4-(2-((1H-benzo[d][1,2,3]triazol-6-yl)thio)acetyl)piperazine-1-carboxylate N1N=NC2=C1C=C(C=C2)SCC(=O)N2CCN(CC2)C(=O)OC(C)(C)C